N1-(benzo[d]thiazol-6-yl)-5-chloro-2-methylbenzene-1,3-diamine S1C=NC2=C1C=C(C=C2)NC2=C(C(=CC(=C2)Cl)N)C